tert-butyl 4-[2-[3-[4-methoxycarbonyl-2-[6-methyl-7-oxo-1-(p-tolylsulfonyl)pyrrolo[2,3-c]pyridin-4-yl]phenoxy]phenoxy]ethoxy]piperidine-1-carboxylate COC(=O)C1=CC(=C(OC=2C=C(OCCOC3CCN(CC3)C(=O)OC(C)(C)C)C=CC2)C=C1)C=1C2=C(C(N(C1)C)=O)N(C=C2)S(=O)(=O)C2=CC=C(C=C2)C